6-METHOXY-N-(2-FLUORO-4-(TRIFLUOROMETHYL)PHENYL)-2-(TRIFLUOROMETHYL)-1H-IMIDAZO[4,5-B]PYRAZIN-5-AMINE COC1=C(N=C2C(=N1)NC(=N2)C(F)(F)F)NC2=C(C=C(C=C2)C(F)(F)F)F